ClC1=NC2=CC=CC(=C2N=C1)Cl 2,5-dichloroquinoxaline